(2S)-2-((5-(2-(4-Bromo-6-chloro-1-(tetrahydro-2H-pyran-2-yl)-1H-indazol-5-yl)ethyl)oxazol-2-yl)methyl)morpholine-4-carboxylate BrC1=C2C=NN(C2=CC(=C1CCC1=CN=C(O1)C[C@H]1CN(CCO1)C(=O)[O-])Cl)C1OCCCC1